C(C)(C)(C)C1=NN(C2=C1C=NC=C2Cl)C tert-butyl-7-chloro-1-methyl-1H-pyrazolo[4,3-c]pyridine